O=C1CC2(CN(C2)C(=O)OC(C)(C)C)CN1 tert-butyl 6-oxo-2,7-diazaspiro[3.4]octane-2-carboxylate